C(CC)C(CN([C@@H](C)C(=O)[O-])[P@@](=O)(OC1=CC=CC=C1)OC[C@@]1(\C(\C1)=C/N1C=2N=C(NC(C2N=C1)=O)N)CO)CCC 2-propylpentyl((S)-(((S,Z)-2-((2-amino-6-oxo-1,6-dihydro-9H-purin-9-yl)methylene)-1-(hydroxymethyl)cyclopropyl)methoxy)(phenoxy)phosphoryl)-L-alaninate